(S)-1-(2-(4-((S)-5-(3,5-difluorophenyl)-4,5-dihydro-1H-pyrazole-1-carbonyl)piperazin-1-yl)-5-fluoropyrimidine-4-carbonyl)pyrrolidine-3-carboxamide FC=1C=C(C=C(C1)F)[C@@H]1CC=NN1C(=O)N1CCN(CC1)C1=NC=C(C(=N1)C(=O)N1C[C@H](CC1)C(=O)N)F